SCCC(=O)O.SCCC(=O)O.SCCC(=O)O.C(O)C(CC)(CO)CO 1,1,1-Trimethylolpropane tris(3-mercaptopropionate)